ClC1=C(C#N)C=CC(=N1)N(CC)CC 2-chloro-6-(diethylamino)nicotinonitrile